1-bromo-2-(isopropylsulfonyl)benzene BrC1=C(C=CC=C1)S(=O)(=O)C(C)C